(S)-N-(8-(3-hydroxy-3-methylbut-1-yn-1-yl)-5-methyl-4-oxo-2,3,4,5-tetrahydropyrido[3,2-b][1,4]oxazepin-3-yl)-4-phenoxypyridineamide OC(C#CC1=CC=2OC[C@@H](C(N(C2N=C1)C)=O)NC(=O)C1=NC=CC(=C1)OC1=CC=CC=C1)(C)C